methoxymethyl 3-bromo-4-((1-(tert-butylperoxy)-2,6-dimethyl-4-oxocyclohexa-2,5-diene-1-carbonyl)oxy)-2-(methoxymethoxy)-5,6-dimethylbenzoate BrC=1C(=C(C(=O)OCOC)C(=C(C1OC(=O)C1(C(=CC(C=C1C)=O)C)OOC(C)(C)C)C)C)OCOC